N'-[4-(1,1-dioxido-4-oxo-1,2,5-thiadiazolidin-2-yl)-3-fluoro-5-hydroxyphenyl]-N-(4-fluorophenyl)-N-methylsulfuric diamide O=S1(N(CC(N1)=O)C1=C(C=C(C=C1O)NS(N(C)C1=CC=C(C=C1)F)(=O)=O)F)=O